[Si](C)(C)(C(C)(C)C)C#CC1=CC(=C(C=N1)C1=C(C2=C(N=CN=C2N)O1)C1=CC(=C(C=C1)OC1=NC=CC(=C1)C)F)C 6-{6-[2-(tert-butyldimethylsilyl)ethynyl]-4-methylpyridin-3-yl}-5-{3-fluoro-4-[(4-methylpyridin-2-yl)oxy]phenyl}furo[2,3-d]pyrimidin-4-amine